4-[4-(6-bromo-1,3-benzoxazol-2-yl)piperidin-1-yl]-1-methyl-2-oxo-1,2-dihydroquinoline-3-carbonitrile BrC1=CC2=C(N=C(O2)C2CCN(CC2)C2=C(C(N(C3=CC=CC=C23)C)=O)C#N)C=C1